1-[4-Amino-8-(trans-4-aminocyclohexyloxy)-5,5-dimethyl-6H-benzo[H]quinazolin-7-yl]-2H-pyrrol-5-one NC1=NC=NC=2C3=C(CC(C12)(C)C)C(=C(C=C3)O[C@@H]3CC[C@H](CC3)N)N3CC=CC3=O